NC1=C2C(=NC=N1)N(N=C2C2=CC=C(C=C2)OC2=CC=CC=C2)[C@H]2CN(CCC2)C(=O)C2(CCNCC2)C2CN(CCN2)C2=C1C(N(C(C1=CC=C2)=O)C2C(NC(CC2)=O)=O)=O 4-(3-(4-((R)-3-(4-amino-3-(4-phenoxyphenyl)-1H-pyrazolo[3,4-d]pyrimidin-1-yl)piperidine-1-carbonyl)piperidin-4-yl)piperazin-1-yl)-2-(2,6-dioxopiperidin-3-yl)isoindoline-1,3-dione